6-((R)-5-acryloyl-7-methyl-4,5,6,7-tetrahydropyrazolo[1,5-a]pyrazin-2-yl)-7-(4-fluoro-2-isopropoxyphenyl)thieno[3,2-c]pyridin-4-yl trifluoromethanesulfonate FC(S(=O)(=O)OC1=NC(=C(C2=C1C=CS2)C2=C(C=C(C=C2)F)OC(C)C)C2=NN1C(CN(C[C@H]1C)C(C=C)=O)=C2)(F)F